O(S(=O)(=O)C(F)(F)F)CC(C(F)(F)F)(F)F 3,3,3,2,2-Pentafluoropropyl triflate